(4R,5S,6R)-3-((3S,5S)-5-(3-Aminoazetidine-1-carbonyl)pyrrolidin-3-ylthio)-6-((R)-1-(2,2-difluoroacetamido)ethyl)-4-methyl-7-oxo-1-azabicyclo[3.2.0]hept-2-ene-2-carboxylic acid NC1CN(C1)C(=O)[C@@H]1C[C@@H](CN1)SC1=C(N2C([C@@H]([C@H]2[C@H]1C)[C@@H](C)NC(C(F)F)=O)=O)C(=O)O